CN1N=CC=2C1=NN=C(C2)C=O 1-methyl-1H-pyrazolo[3,4-c]pyridazine-5-carbaldehyde